Cl.NC=1C=C(C(=NC1C)S(=O)(=O)NC=1N=CSC1)F 5-amino-3-fluoro-6-methyl-N-(thiazol-4-yl)pyridine-2-sulfonamide hydrogen chloride salt